1-(2-(chloromethyl)-4-nitrophenyl)pyrrolidin-2-one ClCC1=C(C=CC(=C1)[N+](=O)[O-])N1C(CCC1)=O